OC=1C=C2C(=CN(C2=CC1)CC1=NC=CC=C1)C(=O)[O-] 5-hydroxy-1-(pyridin-2-ylmethyl)-1H-indole-3-carboxylate